ClC1=NC(=NC=C1C(=O)OCC)SC ethyl 4-chloro-2-(Methylthio)pyrimidine-5-carboxylate